FC=1C=CC(=NC1)C(OC1=CC(N(C=C1)C=1C=CC=2C3=C(N(C2C1)C([2H])([2H])[2H])CCNC3)=O)([2H])[2H] 4-((5-fluoropyridin-2-yl)methoxy-d2)-1-(5-(methyl-d3)-2,3,4,5-tetrahydro-1H-pyrido[4,3-b]indol-7-yl)pyridin-2(1H)-one